tert-Butyl (R)-(1-(3-bromo-2-(4-cyanophenyl)imidazo[1,2-a]pyrazin-8-yl)piperidin-3-yl)carbamate BrC1=C(N=C2N1C=CN=C2N2C[C@@H](CCC2)NC(OC(C)(C)C)=O)C2=CC=C(C=C2)C#N